ClC=1C=C(OC2CCC(CC2)NC(=O)C2=CC=C(N=N2)N2CCC(CC2)C(=O)N2CCN(CC2)C(=O)OC(C)(C)C)C=CC1C#N tert-butyl 4-(1-(6-((1r,4r)-4-(3-chloro-4-cyanophenoxy)cyclohexylcarbamoyl)-pyridazin-3-yl)piperidine-4-carbonyl)piperazine-1-carboxylate